7-(3-fluoro-4-(methylcarbamoyl)benzyl)-2,3-dihydrofuro[3,2-b]pyridine-5-carboxylic acid methyl ester COC(=O)C1=CC(=C2C(=N1)CCO2)CC2=CC(=C(C=C2)C(NC)=O)F